C1(=C(C=CC=C1)C=1OCCN1)C=1OCCN1 2,2'-o-phenylenedi(2)Oxazoline